C(CC(=O)[O-])(=O)OCCCC(CC1=CC(=C(C(=C1)C(C)(C)C)O)C(C)(C)C)(C1CC(N(C(C1)(C)C)C)(C)C)C1CC(N(C(C1)(C)C)C)(C)C bis(1,2,2,6,6-pentamethyl-4-piperidyl)[[3,5-bis(1,1-dimethyl ethyl)-4-hydroxyphenyl]methyl]butyl malonate